CS(=O)(=O)OC1=C(C=CC=C1)C1=COC=C1.[Na] sodium (2-(furan-3-yl) phenyl) methanesulfonate